[3-(6-oxo-4-{6-[2-(2,2,2-trifluoroethoxy)ethoxy]pyridin-3-yl}-1,6-dihydropyrimidin-2-yl)-4-(trifluoromethyl)benzyl]isobutyramide O=C1C=C(N=C(N1)C=1C=C(CC(C(=O)N)(C)C)C=CC1C(F)(F)F)C=1C=NC(=CC1)OCCOCC(F)(F)F